3-nitro-N-(5-spiro[2H-benzofuran-3,1'-cyclopropane]-4-yloxy-2-pyridyl)pyridin-2-amine [N+](=O)([O-])C=1C(=NC=CC1)NC1=NC=C(C=C1)OC1=CC=CC2=C1C1(CC1)CO2